3-fluoro-4-[(3-iodo-4-pyridyl)oxymethyl]benzonitrile FC=1C=C(C#N)C=CC1COC1=C(C=NC=C1)I